ClC1=NC=CC(=C1)C1=NOC(=N1)[C@H](C)NC(OC(C)(C)C)=O tert-butyl (S)-(1-(3-(2-chloropyridin-4-yl)-1,2,4-oxadiazol-5-yl)ethyl)carbamate